O=C1NC(C(N1)C1=CC=C(C=C1)B(O)O)=O [4-(2,5-dioxoimidazolidin-4-yl)phenyl]boronic acid